5-((2-isopropyl-1,4-diazepan-1-yl)sulfonyl)-1-methoxyisoquinoline hydrochloride Cl.C(C)(C)C1N(CCCNC1)S(=O)(=O)C1=C2C=CN=C(C2=CC=C1)OC